O=C(CCOC[C@H](C)NC1=C(C(NN=C1)=O)C(F)(F)F)N1C(C(N(C(C1([2H])[2H])([2H])[2H])C1=NC=C(C=N1)C(F)(F)F)([2H])[2H])([2H])[2H] (S)-5-((1-(3-Oxo-3-(4-(5-(trifluoromethyl)pyrimidin-2-yl)piperazin-1-yl-2,2,3,3,5,5,6,6-d8)propoxy)propan-2-yl)amino)-4-(trifluoromethyl)pyridazin-3(2H)-one